magnesium dioxide [O-][O-].[Mg+2]